C/C(=C\\C(=O)O)/CC(=O)SCCNC(=O)CCNC(=O)[C@@H](C(C)(C)COP(=O)(O)OP(=O)(O)OC[C@@H]1[C@H]([C@H]([C@@H](O1)N2C=NC3=C(N=CN=C32)N)O)OP(=O)(O)O)O The molecule is the S-(trans-3-methylglutaconyl) derivative of coenzyme A. It has a role as a mouse metabolite. It derives from a coenzyme A and an (E)-3-methylglutaconic acid. It is a conjugate acid of a trans-3-methylglutaconyl-CoA(5-).